(6-(4-Fluorophenyl)naphthalene-2-yl)methanol FC1=CC=C(C=C1)C=1C=C2C=CC(=CC2=CC1)CO